FC=1C(=NC=CC1CC=1C(OC2=CC(=CC=C2C1C)OC1=NC=CC=C1F)=O)CO 3-[[3-fluoro-2-(hydroxymethyl)-4-pyridinyl]methyl]-7-[(3-fluoro-2-pyridinyl)oxy]-4-methyl-chromen-2-one